4-(4-(4-(Trifluoromethyl)benzoyl)-3,4-dihydro-2H-pyrido[4,3-b][1,4]oxazin-8-yl)benzonitrile FC(C1=CC=C(C(=O)N2C3=C(OCC2)C(=CN=C3)C3=CC=C(C#N)C=C3)C=C1)(F)F